CC(C#C)(CCCC(CCCC(C)C)C)O 3,7,11-trimethyldodec-1-yn-3-ol